((trimethylsilyl)methyl)zinc (II) bromide [Br-].C[Si](C)(C)C[Zn+]